1-(4-(4,4-dimethyl-2,5-dioxoimidazolidin-1-yl)phenyl)cyclopropanecarbonitrile CC1(NC(N(C1=O)C1=CC=C(C=C1)C1(CC1)C#N)=O)C